ClC1=CC=C(C(=N1)C1=CC2=C(B(OC2)O)C=C1)NC(C)C=1C=C(C=C2C(C(=C(OC12)N1CCCCC1)C)=O)C 8-(1-((6-chloro-2-(1-hydroxy-1,3-dihydrobenzo[c][1,2]oxaborol-5-yl)pyridine-3-yl)amino)ethyl)-3,6-dimethyl-2-(piperidin-1-yl)-4H-chromen-4-one